FC=1C=C(C=C(C1)F)C1=CC(=C(S1)C(=O)N[C@@H]1CN(CCC1)C(=O)OCCCC)NC(=O)N butyl (S)-3-(5-(3,5-difluorophenyl)-3-ureidothiophene-2-carboxamido)piperidine-1-carboxylate